ClC=1NC2=CC(=C(C=C2C1C(C)C)C1=CCN(CC1)C(=O)OC(C)(C)C)OC tert-butyl 4-(2-chloro-3-isopropyl-6-methoxy-1H-indol-5-yl)-5,6-dihydropyridine-1(2H)-carboxylate